FC1=C(C=CC(=C1)F)C1(CCNCC1)NC([O-])=O (4-(2,4-difluorophenyl)piperidin-4-yl)carbamate